(R)-N-(2-acetamido-1-(4-(ethylsulfonyl)phenyl)ethyl)-2-(4-chloro-2-(trifluoromethyl)benzyl)-3-ethylbenzofuran-6-carboxamide C(C)(=O)NC[C@@H](C1=CC=C(C=C1)S(=O)(=O)CC)NC(=O)C1=CC2=C(C(=C(O2)CC2=C(C=C(C=C2)Cl)C(F)(F)F)CC)C=C1